2-(tetrahydrofuran-3-yl)acetic acid ethyl ester C(C)OC(CC1COCC1)=O